C(C)(C)(C)OC(=O)N1CC(CC1)N1C=C(C2=C1N=CN=C2N)C2=CC=C1C(=NNC1=C2)N 3-(4-amino-5-(3-amino-1H-indazol-6-yl)-7H-pyrrolo[2,3-d]pyrimidin-7-yl)pyrrolidine-1-carboxylic acid tert-butyl ester